ClC=1C=C2C(=NC(=NC2=C(C1C1=C2C=NNC2=CC=C1)F)N1CC(C1)N(C)C)N1CC2(CN(C2)C(C=C)=O)C1 1-(6-(6-chloro-2-(3-(dimethylamino)azetidin-1-yl)-8-fluoro-7-(1H-indazol-4-yl)quinazolin-4-yl)-2,6-diazaspiro[3.3]heptan-2-yl)prop-2-en-1-one